BrC=1C=NN(C1)C=1C=C(C=CC1)N1CCN(CC1)C(=O)OC(C)(C)C tert-butyl 4-(3-(4-bromo-1H-pyrazol-1-yl)phenyl)piperazine-1-carboxylate